N1(CCOCC1)C1=NC(=NC(=N1)N1CCNCC1)C=1C(=CC(=NC1)N)C(F)(F)F 5-(4-morpholinyl-6-piperazin-1-yl-1,3,5-triazin-2-yl)-4-(trifluoromethyl)pyridin-2-amine